[Cl-].N1=C(C=CC=C1)C1=NC=CC=C1.N1=C(C=CC=C1)C1=NC=CC=C1.N1=C(C=CC=C1)C1=NC=CC=C1 tris(2,2'-bipyridine) chloride